1-(2-((1,4-dihydroquinazolin-2-yl)thio)ethyl)pyrrolidine-3-carboxylic acid dihydrochloride Cl.Cl.N1C(=NCC2=CC=CC=C12)SCCN1CC(CC1)C(=O)O